trans-3-((4-(4-chlorophenyl)phthalazin-1-yl)amino)-1-(trifluoromethyl)cyclobutan-1-ol ClC1=CC=C(C=C1)C1=NN=C(C2=CC=CC=C12)NC1CC(C1)(O)C(F)(F)F